C1(=CC(=CC(=C1)C)C)C1=NC=CC2=CC=C3C(=C12)C=CC=C3F 1-(3,5-xylyl)-7-fluorobenzo[h]isoquinoline